ClC1=NC(=C2N=CN(C2=N1)C)Cl 2,6-dichloro-9-methyl-9H-purine